(6-(1-ethoxyethenyl)pyridazin-3-yl)-2-methoxyaniline C(C)OC(=C)C1=CC=C(N=N1)NC1=C(C=CC=C1)OC